C(CC(O)(C(=O)[O-])CC(=O)[O-])(=O)O.[NH4+].[NH4+].C(C=CC)(=O)[O] butenoyl-oxygen Di-ammonium hydrogen citrate